tert-butyl (3R,4R)-4-((4-(3-(2,6-dioxopiperidin-3-yl)-1-methyl-1H-indazol-7-yl)piperazin-1-yl)methyl)-3-methylpiperidine-1-carboxylate O=C1NC(CCC1C1=NN(C2=C(C=CC=C12)N1CCN(CC1)C[C@H]1[C@H](CN(CC1)C(=O)OC(C)(C)C)C)C)=O